CNC1=C(C=CC=C1)C1=CC=CC2=CC=CC=C12 N-methyl-1-naphthyl-benzene-2-amine